heptacarboxyporphyrin C1=CC2=C(C3=NC(=C(C4=C(C(=C(N4C(=O)O)C=C5C=CC(=N5)C=C1N2)C(=O)O)C(=O)O)C(=O)O)C(=C3C(=O)O)C(=O)O)C(=O)O